C(C)(C)(C)OC(=O)NCCCC[C@@H]1NC([C@@H](NC([C@@H](NC(CNC([C@@H](NC(CNC1=O)=O)CCCCNC(=O)OC(C)(C)C)=O)=O)CCCCNC(=O)OC(C)(C)C)=O)CCC(=O)NCCCCCCNC(OCC1=CC=CC=C1)=O)=O Benzyl (6-(3-((2S,5S,11S,17S)-5,11,17-tris(4-((tert-butoxycarbonyl)amino)butyl)-3,6,9,12,15,18-hexaoxo-1,4,7,10,13,16-hexaazacyclooctadecan-2-yl)propanamido)hexyl)carbamate